3-{[4-(azetidine-3-sulfonyl)phenoxy]methyl}-1-[2-(3-chlorophenyl)ethyl]piperazine N1CC(C1)S(=O)(=O)C1=CC=C(OCC2CN(CCN2)CCC2=CC(=CC=C2)Cl)C=C1